2-(2,6-dioxopiperidin-3-yl)-5-fluoro-6-(4-((7-(5-methoxy-2-(1-methyl-1H-pyrazol-4-yl)-4-nitrophenyl)-2,7-diazaspiro[3.5]nonan-2-yl)methyl)piperidin-1-yl)isoindoline-1,3-Dione O=C1NC(CCC1N1C(C2=CC(=C(C=C2C1=O)F)N1CCC(CC1)CN1CC2(C1)CCN(CC2)C2=C(C=C(C(=C2)OC)[N+](=O)[O-])C=2C=NN(C2)C)=O)=O